CC1N(C(CCC1)C)[SiH](C)C 2,6-dimethylpiperidinyldimethylsilane